[Na].C(=C)C1=CC=NC=C1 4-vinylpyridine, sodium salt